N1(N=NC2=C1C=CC=C2)C(=N)N2N=C1C(=N2)C=CC=C1 (1H-benzo[d][1,2,3]triazol-1-yl)(2H-benzo[d][1,2,3]triazol-2-yl)methanimine